FC(C(C1=CC(=CC(=C1)C)F)NC1=CC=C2CCNC(C2=C1)=O)(F)F 7-((2,2,2-trifluoro-1-(3-fluoro-5-methylphenyl)ethyl)amino)-3,4-dihydroisoquinolin-1(2H)-one